C(C1=CC=CC=C1)OC(C(=O)NNC(O)=O)(CC=C)C(F)(F)F.CC(CC1=NC=CN=C1OC)C 2-methylpropyl-3-methoxypyrazine [[2-benzyloxy-2-(trifluoromethyl)pent-4-enoyl]amino]carbamate